C(=O)(OCC1=CC=CC=C1)C(CCC[C@H](N)C(=O)O)N epsilon-Cbz-L-lysine